C1(CC1)N1C=C(C(C2=CC(=C(C=C12)F)F)=O)CN([C@@H]1CN(CCC1)C=1C=NC=CC1)CC1=CC(=NC=C1)OC 1-cyclopropyl-6,7-difluoro-3-({[(2-methoxypyridin-4-yl)methyl][(3S)-1-(pyridin-3-yl)piperidin-3-yl]amino}methyl)-1,4-dihydroquinolin-4-one